3α-Hydroxy-6-OXO-5α-Cholan O[C@H]1C[C@@H]2C(C[C@H]3[C@@H]4CC[C@H]([C@@H](CCC)C)[C@]4(CC[C@@H]3[C@]2(CC1)C)C)=O